cis-(rac)-N-(benzo[d]thiazol-5-yl)-1-((6-chloropyridin-3-yl)sulfonyl)-3-methylpiperidine-4-carboxamide S1C=NC2=C1C=CC(=C2)NC(=O)[C@@H]2[C@@H](CN(CC2)S(=O)(=O)C=2C=NC(=CC2)Cl)C |r|